lactic acid (Z)-3-hexenyl ester C(C\C=C/CC)OC(C(O)C)=O